isoindoline-1,3-dione tetratrifluoroacetate FC(C(=O)O)(F)F.FC(C(=O)O)(F)F.FC(C(=O)O)(F)F.FC(C(=O)O)(F)F.C1(NC(C2=CC=CC=C12)=O)=O